FC=1C=C(COC2=CC=C(C=C2)C2CCCN3C2=NS(CC3)(=O)=O)C=CC1 9-{4-[(3-fluorobenzyl)oxy]phenyl}-3,4,6,7,8,9-hexahydropyrido[2,1-c][1,2,4]thiadiazine 2,2-dioxide